IC1=NC(=CC=C1[N+](=O)[O-])OC 2-iodo-6-methoxy-3-nitropyridine